NC1=CC=CC(=N1)S(=O)(=O)NC(=O)C=1C(=NC(=CC1)C1=CC(=CC(=C1)OCC(C)C)F)OCC1CC1 N-[(6-Amino-2-pyridyl)sulfonyl]-2-(cyclopropylmethoxy)-6-(3-fluoro-5-isobutoxyphenyl)pyridin-3-carboxamid